BrC=1C=C2CN3C(C2=CC1)CNC[C@@H]3C (S)-8-bromo-4-methyl-1,2,3,4,6,10b-hexahydropyrazino[2,1-a]isoindole